C(CC(=O)C)(=O)OC[C@@H]1[C@H]([C@H]([C@@H](O1)N1C(=O)NC(=O)C=C1)OC(C)=O)OC=O 5'-O-(acetoacetyl)-2'-O-acetyl-3'-O-formyluridine